(E)-1-(4-(2,2-difluorobenzo[d][1,3]dioxole-5-carbonyl)piperazin-1-yl)-3-(3,4-difluorophenyl)prop-2-en-1-one FC1(OC2=C(O1)C=CC(=C2)C(=O)N2CCN(CC2)C(\C=C\C2=CC(=C(C=C2)F)F)=O)F